C(C)(C)(C)OC(=O)N1C[C@@H]2N(CC[C@@H]2[C@@H]1C)C(=O)C=1OC(=CN1)C1=CC=[N+](C=C1)[O-] |r| Rac-4-(2-((3aR,4S,6aR)-5-(tert-butoxycarbonyl)-4-methyloctahydropyrrolo[3,4-b]pyrrole-1-carbonyl)oxazol-5-yl)pyridine 1-oxide